8-bromo-2-{3-[(tert-butyldimethylsilyl)oxy]prop-1-yn-1-yl}-3-(2,2,2-trifluoroethyl)imidazo[1,2-a]pyridine BrC=1C=2N(C=CC1)C(=C(N2)C#CCO[Si](C)(C)C(C)(C)C)CC(F)(F)F